(E)-N-(2-cyclopropylpyridin-3-yl)-3-(7-fluoro-1H-indazol-6-yl)acrylamide C1(CC1)C1=NC=CC=C1NC(\C=C\C1=CC=C2C=NNC2=C1F)=O